ClC1=CC=C(C=C1)C(C(=O)O)CC 2-(4-chlorophenyl)butanoic acid